(R)-3-((3-(3,3-difluorobutyl)-5-(4,4-difluorocyclohexyl)-2-methyl-1,1-dioxido-7-(trifluoromethyl)-2,3,4,5-tetrahydrobenzo[f][1,2,5]thiadiazepin-8-yl)oxy)-2,2-dimethylpropanoic acid FC(CC[C@H]1N(S(C2=C(N(C1)C1CCC(CC1)(F)F)C=C(C(=C2)OCC(C(=O)O)(C)C)C(F)(F)F)(=O)=O)C)(C)F